ClC=1C=C(C2=C(C=C(O2)CNC(=O)C=2C=NN3C2N=CC=C3)C1)C(=O)OC1CNC1 Azetidin-3-yl 5-chloro-2-((pyrazolo[1,5-a]pyrimidine-3-carboxamido)methyl)benzofuran-7-carboxylate